P(=O)(OC1=C2C(=CNC2=CC=C1)C[C@@H]1N(CCC1)C([2H])([2H])[2H])(O)O (R)-3-((1-(methyl-d3)pyrrolidin-2-yl)methyl)-1H-indol-4-yl dihydrogen phosphate